C(C)N1N=C(C=C(C1=O)C)C=1NC2=CC=C(C=C2C1C(C)C)C1CCNCC1 2-ethyl-6-(3-isopropyl-5-(piperidin-4-yl)-1H-indol-2-yl)-4-methylpyridazin-3(2H)-one